eicosanoic acid ethyl ester C(C)OC(CCCCCCCCCCCCCCCCCCC)=O